FC1=C(C(=CC=C1)C)N1CCC(CC1)N1C(N(C=2C(C1)=CN(N2)C2C(NC2)=O)CC2=C(C=CC=C2)C(F)(F)F)=O 5-[1-(2-fluoro-6-methyl-phenyl)-piperidin-4-yl]-2-(2-oxo-azetidin-3-yl)-7-(2-trifluoromethyl-benzyl)-2,4,5,7-tetrahydro-pyrazolo[3,4-d]pyrimidin-6-one